CCC(N(C)C)(CC1=CC=CC=C1)C tetramethyl-amphetamine